3-(tert-butoxycarbonylamino)propyl chloride C(C)(C)(C)OC(=O)NCCCCl